[N+](=O)([O-])C1=CC=C(C=C1)N1CCN(CC1)C1CCC(CC1)N 4-[4-(4-nitrophenyl)piperazin-1-yl]cyclohexanamine